(3,4,5-trifluorophenyl)boric acid FC=1C=C(C=C(C1F)F)OB(O)O